ClC1=CC=C(C2=CC=CC=C12)C1=C(C=CC=C1)C1=CC=CC=2C3=CC=CC=C3NC12 (2-(4-chloronaphthalen-1-yl)phenyl)-9H-carbazole